C(C)(C)(C)OC(=O)N1CCC(CC1)C=O 4-formyl-piperidine-1-carboxylic acid-tert-butyl ester